methyl (4R,5S)-2-((R)-1-(2-(2,5-dichlorobenzamido) acetamido)-3-methylbutyl)-5-(methylamino)-6-oxo-1,3,2-dioxaborinane-4-carboxylate ClC1=C(C(=O)NCC(=O)N[C@@H](CC(C)C)B2OC([C@H]([C@@H](O2)C(=O)OC)NC)=O)C=C(C=C1)Cl